ClC=1C(=CC2=C(N(C(NC2=O)=O)C=2C(=NC(=NC2C)C)C(C)C)N1)F 7-chloro-6-fluoro-1-(4-isopropyl-2,6-dimethylpyrimidin-5-yl)pyrido[2,3-d]pyrimidine-2,4(1H,3H)-dione